CC=1N=C(C2=C(N1)OC=C2C(=O)N2CCC1(CC2)C=CC2=CC=CC=C21)NC2(CC2)C methyl-N-(1-methylcyclopropyl)-5-({spiro[inden-1,4'-piperidin]-1'-yl}carbonyl)furo[2,3-d]pyrimidin-4-amine